CC1=CC=C(C=C1)S(=O)(=O)OC(C(C(OS(=O)(=O)C1=CC=C(C=C1)C)([2H])[2H])([2H])[2H])([2H])[2H] [1,1,2,2,3,3-Hexadeuterio-3-(p-tolylsulfonyloxy)propyl] 4-methylbenzenesulfonate